CC(C)[C@H]1CN(CCN1)C=1N=NC(=CN1)C1=NC=C(C=C1O)N1N=CC=N1 2-{3-[(3S)-3-(propan-2-yl)piperazin-1-yl]-1,2,4-triazin-6-yl}-5-(2H-1,2,3-triazol-2-yl)pyridin-3-ol